NC1=CC=C(C(NCC(=O)O)=O)C=C1.ClC1=C(C(=C(C(=C1[2H])[2H])[2H])[2H])[2H] Chlorobenzene-d5 p-Aminohippurate